(2S,4S)-4-(1H-imidazole-4-carboxamido)-1-(2-methylbenzofuro[3,2-d]pyrimidin-4-yl)pyrrolidine-2-carboxylic acid N1C=NC(=C1)C(=O)N[C@H]1C[C@H](N(C1)C=1C2=C(N=C(N1)C)C1=C(O2)C=CC=C1)C(=O)O